C(C1=CC=CC=C1)OC(=O)N[C@H](C(=O)O)CN1N=CC2=CC(=CC=C12)CCCC1=NC=2NCCCC2C=C1 (S)-2-(((benzyloxy)carbonyl)amino)-3-(5-(3-(5,6,7,8-tetrahydro-1,8-naphthyridin-2-yl)propyl)-1H-indazol-1-yl)propionic acid